C(C=C)(=O)O.OCCCCCCCCN1C(CCCC1=O)=O N-hydroxyoctylglutarimide acrylate